5-propynyl-deoxycytidine C(#CC)C=1C(=NC(N([C@H]2C[C@H](O)[C@@H](CO)O2)C1)=O)N